5-tauryl-methyl-uridine S(=O)(=O)(CCN)C=1C(NC(N([C@]2([C@H](O)[C@H](O)[C@@H](CO)O2)C)C1)=O)=O